(R or S)-1-(2-(4-bromophenyl)pyrrolidin-1-yl)ethan-1-one BrC1=CC=C(C=C1)[C@@H]1N(CCC1)C(C)=O |o1:7|